2-((1R,2R)-2-(3-cyano-4-oxo-1-((R)-1-(6-(trifluoromethyl)pyridin-3-yl)ethyl)-4,5-dihydro-1H-pyrazolo[3,4-d]pyrimidin-6-yl)cyclobutyl)pyridine 1-oxide C(#N)C1=NN(C=2N=C(NC(C21)=O)[C@H]2[C@@H](CC2)C2=[N+](C=CC=C2)[O-])[C@H](C)C=2C=NC(=CC2)C(F)(F)F